C(C)(CC)C1C(NC2=C(CN1C(=O)NC1C(NCC1)=O)C=CC=C2)=O 3-(sec-butyl)-2-oxo-N-(2-oxopyrrolidin-3-yl)-1,2,3,5-tetrahydro-4H-benzo[1,4]diazepine-4-carboxamide